COC1=CC=C(C=C1)C1=NOC(=N1)C1CCN(CC1)C1=C(C(N(C2=CC=CC=C12)C)=O)C(=O)N 4-{4-[3-(4-methoxyphenyl)-1,2,4-oxadiazol-5-yl]piperidin-1-yl}-1-methyl-2-oxo-1,2-dihydroquinoline-3-carboxamide